1-(2,3-DICHLOROPHENYL)-1-TOSYLMETHYL ISOCYANIDE ClC1=C(C=CC=C1Cl)C(S(=O)(=O)C1=CC=C(C)C=C1)[N+]#[C-]